1-(3-((2-((3-methyl-1-(piperidin-4-yl)-1H-pyrazol-4-yl)amino)-5-(trifluoromethyl)pyrimidin-4-yl)amino)propyl)azepan-2-one CC1=NN(C=C1NC1=NC=C(C(=N1)NCCCN1C(CCCCC1)=O)C(F)(F)F)C1CCNCC1